(+)-tert-butyl (2-(3-(cyclohexylmethoxy)phenylsulfonimidoyl)ethyl)carbamate C1(CCCCC1)COC=1C=C(C=CC1)S(=O)(=N)CCNC(OC(C)(C)C)=O